C(CCCCCCC\C=C/C\C=C/CCCCC)(=O)OCC(COC(=O)OCCCN(CC)CC)COC(CCCCCCCCCCCCCC(C)C)=O 3-(((3-(diethylamino)propoxy)carbonyl)oxy)-2-(((15-methylhexadecanoyl)oxy)-methyl)propyl (9Z,12Z)-octadeca-9,12-dienoate